C(#N)C=1C=C2C(=C(C(NC2=CC1)=O)CC(=O)O)C1CC1 2-(6-cyano-4-cyclopropyl-2-oxo-1,2-dihydroquinolin-3-yl)acetic acid